C(C)(C)(C)C1=CC=C(C=N1)N 6-(tert-butyl)pyridin-3-amine